2-(4-(4-(5-(hydroxymethyl)pyrimidin-2-yl)piperazine-1-carbonyl)phenyl)-1H-benzo[d]imidazole-4-carboxamide OCC=1C=NC(=NC1)N1CCN(CC1)C(=O)C1=CC=C(C=C1)C1=NC2=C(N1)C=CC=C2C(=O)N